CC1(CC2=C(SC=C2)C1)NC(OCC1=CC=CC=C1)=O benzyl N-(5-methyl-4,6-dihydrocyclopenta[b]thiophen-5-yl)carbamate